C(C=C)(=O)OCCOC1=CC=C(C=C1)C(C1=CC=CC=C1)=O 2-(4-benzoylphenoxy)ethyl propenoate